2-((5-(4-chloro-2-fluoro-phenyl)-3-methyl-triazol-4-yl)methyl)-5-(cis-2,6-dimethylmorpholin-4-yl)pyridazin-3-one ClC1=CC(=C(C=C1)C1=C(N(N=N1)C)CN1N=CC(=CC1=O)N1C[C@H](O[C@H](C1)C)C)F